(S)-N-(1-(6,7-difluoro-1-oxo-1,2-dihydroisoquinolin-4-yl)ethyl)-7-fluoro-N-methyl-1H-indole-2-carboxamide FC=1C=C2C(=CNC(C2=CC1F)=O)[C@H](C)N(C(=O)C=1NC2=C(C=CC=C2C1)F)C